O=C(C(=O)NC=1C=C(C=NC1)C(=O)N)N1CC2(CCC1)CCSCC2 5-(2-oxo-2-{9-Thia-2-Azaspiro[5.5]Undecan-2-Yl}Acetamido)pyridine-3-carboxamide